C(C)(C)(C)[Si](OCC1=C(C=C(C=C1)[N+](=O)[O-])CCO)(C)C 2-[2-[[tert-butyl-(dimethyl)silyl]oxymethyl]-5-nitro-phenyl]ethanol